2-((S)-1-[1,4]dioxan-2-ylmethoxy)-9,11-dimethoxy-6,7-dihydro-pyrido[2,1-a]isoquinolin-4-one O1[C@@H](COCC1)COC=1C=C2N(CCC3=CC(=CC(=C23)OC)OC)C(C1)=O